3,4-DIHYDRO-1H-PYRIMIDIN-2-ON N1C(NCC=C1)=O